C1CC12CCN(CC2)C2=NC(=CC=C2)Br 2-{6-azaspiro[2.5]octane-6-yl}-6-bromopyridine